(3-(trifluoromethoxy)phenyl)acetone FC(OC=1C=C(C=CC1)CC(C)=O)(F)F